(S)-7,7-difluoro-2-((4-((2-hydroxy-1-phenylethyl)amino)-5-(3,8-dioxa-1-azaspiro[4.5]dec-1-en-2-yl)pyridin-2-yl)amino)-6,7-dihydro-5H-pyrrolo[3,4-b]pyridin-5-one FC1(NC(C=2C1=NC(=CC2)NC2=NC=C(C(=C2)N[C@H](CO)C2=CC=CC=C2)C2=NC1(CO2)CCOCC1)=O)F